tert-butyl (5-aminopyridin-3-yl)carbamate NC=1C=C(C=NC1)NC(OC(C)(C)C)=O